NC=1C2=C(SC1C(C(F)(F)F)(C)O)C=CC=C2Br 2-(3-amino-4-bromobenzo[b]thiophen-2-yl)-1,1,1-trifluoropropan-2-ol